FC(C(C(C(C(C(C(C(F)(F)F)(F)F)(F)F)(F)F)(F)F)(F)F)(F)F)(F)S perfluorooctyl mercaptan